F[C@H]1CN(CC[C@H]1NC1=C2C=C(N(C2=CC=C1)CC(F)(F)F)C1=NOC(=N1)CNC(=O)C=1N=CN(C1)CCF)C N-{[3-(4-{[(3S,4R)-3-fluoro-1-methylpiperidin-4-yl]amino}-1-(2,2,2-trifluoroethyl)-1H-indol-2-yl)-1,2,4-oxadiazol-5-yl]methyl}-1-(2-fluoroethyl)-1H-imidazole-4-carboxamide